C(C)(C)(C)OC(=O)N1[C@@H](C[C@H](C1)OCC)C(=O)O (2S,4R)-1-[(tert-butoxy)carbonyl]-4-ethoxypyrrolidine-2-carboxylic acid